1,3-bis[2-(4-cyanatophenyl)propan-2-yl]benzene 5-bromo-4-(2-ethoxy-2-oxoethyl)pyridin-3-ylpivalate BrC=1C(=C(C=NC1)CC(C(=O)O)(C)C)CC(=O)OCC.O(C#N)C1=CC=C(C=C1)C(C)(C)C1=CC(=CC=C1)C(C)(C)C1=CC=C(C=C1)OC#N